(S)-5-((4-(2-(4-chloro-2-fluorophenyl)-2-methylbenzo[d][1,3]dioxol-4-yl)piperidin-1-yl)methyl)-6-((1-cyanocyclopropyl)methyl)-N'-hydroxypyrazine-2-carboximidamide ClC1=CC(=C(C=C1)[C@@]1(OC2=C(O1)C=CC=C2C2CCN(CC2)CC=2N=CC(=NC2CC2(CC2)C#N)C(N)=NO)C)F